C(#C)C1CN=C2N1C1=CC=C(C=C1C(N2C)=O)S(=O)(=O)NC2(CC2)C 1-ethynyl-4-methyl-N-(1-methylcyclopropyl)-5-oxo-1H,2H-imidazo[1,2-a]quinazoline-7-sulfonamide